6-[5-(2-aminoethyl)-2-oxo-oxazolidin-3-yl]-4H-pyrido[3,2-b][1,4]oxazin-3-one NCCC1CN(C(O1)=O)C=1C=CC=2OCC(NC2N1)=O